ClC1=C(OC=2N=NC(=CC2C(=O)NC=2C=NC(=CC2)Cl)C(F)(F)F)C=CC(=C1)F 3-(2-chloro-4-fluoro-phenoxy)-N-(6-chloro-3-pyridinyl)-6-(trifluoromethyl)pyridazine-4-carboxamide